N-(1-(oct-7-yn-1-yl)piperidin-4-yl)-1H-pyrazole-3-carboxamide C(CCCCCC#C)N1CCC(CC1)NC(=O)C1=NNC=C1